FC=1C=C(C(=NC1)C=1C=C(SC1)C(=O)NC1=CC(=CC=C1)NS(=O)(=O)C)OCC1=CC(=CC(=C1)S(=O)(=O)C)F 4-(5-fluoro-3-((3-fluoro-5-(methylsulfonyl)benzyl)oxy)pyridin-2-yl)-N-(3-(methylsulfonamido)phenyl)thiophene-2-carboxamide